1-benzyl-6'-fluoro-2',3'-dihydrospiro[azetidine-3,1'-inden]-2-one C(C1=CC=CC=C1)N1C(C2(CCC3=CC=C(C=C23)F)C1)=O